5-bromo-3-iodo-7-methyl-1-(tetrahydro-2H-pyran-2-yl)-1H-pyrazolo[3,4-c]pyridine BrC=1C=C2C(=C(N1)C)N(N=C2I)C2OCCCC2